N[C@@H]1[C@H](C[C@@H](C1)CO)C1=CC=C(C=C1)C1=CC(=CC2=CC(=CC=C12)C1=CC=C(C=C1)C(F)(F)F)C(=O)OCC Ethyl 4-(4-((1r,2s,4s)-2-amino-4-(hydroxymethyl) cyclopentyl) phenyl)-7-(4-(trifluoromethyl) phenyl)-2-naphthoate